1-(4-((5-(4-methoxyphenyl)-1H-pyrazol-3-yl)amino)-3-methylphenyl)-3-methylurea COC1=CC=C(C=C1)C1=CC(=NN1)NC1=C(C=C(C=C1)NC(=O)NC)C